N-[3-(4-amino-7-methyl-7H-pyrrolo[2,3-d]pyrimidin-5-yl)-2-fluoro-phenyl]-4-chloro-benzenesulfonamide NC=1C2=C(N=CN1)N(C=C2C=2C(=C(C=CC2)NS(=O)(=O)C2=CC=C(C=C2)Cl)F)C